C(N)(=O)NCCC(=O)N1CC(CCC1)N(C(=O)NCC=1NC2=CC=C(C=C2C1)Cl)C 1-{1-[3-(carbamoylamino)propanoyl]piperidin-3-yl}-3-[(5-chloro-1H-indol-2-yl)methyl]-1-methylurea